C(CCCCC)(=O)N1CCNCC1 caproyl-piperazine